2'-chloro-5'-methoxy-6-methyl-N-(5-(pyrazolo[1,5-a]pyridine-4-carbonyl)-5,6-dihydro-4H-pyrrolo[3,4-d]thiazol-2-yl)-[4,4'-bipyridine]-3-carboxamide ClC1=NC=C(C(=C1)C1=C(C=NC(=C1)C)C(=O)NC=1SC2=C(N1)CN(C2)C(=O)C=2C=1N(C=CC2)N=CC1)OC